(S)-N-(Isoquinolin-6-yl)-3-((3-(2-methoxyethoxy)propyl)amino)-2-phenylpropanamide C1=NC=CC2=CC(=CC=C12)NC([C@H](CNCCCOCCOC)C1=CC=CC=C1)=O